tert-Butyl 5-(4-((tert-butoxycarbonyl(methyl)amino)methyl)-2-fluoro-6-methylphenyl)-3-(6-chloropyridin-3-yl)-1H-pyrazolo[3,4-c]pyridine-1-carboxylate C(C)(C)(C)OC(=O)N(C)CC1=CC(=C(C(=C1)C)C=1C=C2C(=CN1)N(N=C2C=2C=NC(=CC2)Cl)C(=O)OC(C)(C)C)F